1-[3-[4-(3,4-dichloro-2-fluoro-anilino)quinazolin-6-yl]azetidin-1-yl]prop-2-en-1-one ClC=1C(=C(NC2=NC=NC3=CC=C(C=C23)C2CN(C2)C(C=C)=O)C=CC1Cl)F